1-(3,5-dimethoxyphenyl)-4-benzoylpiperazine-2,5-dione COC=1C=C(C=C(C1)OC)N1C(CN(C(C1)=O)C(C1=CC=CC=C1)=O)=O